9-oxa-3,7-diazabicyclo[3.3.1]nonane-3-carboxylic acid tert-butyl ester hydrochloride Cl.C(C)(C)(C)OC(=O)N1CC2CNCC(C1)O2